(1-(4-bromo-2,5-dimethoxyphenyl)-3-methoxypropan-2-yl)carbamate BrC1=CC(=C(C=C1OC)CC(COC)NC([O-])=O)OC